COCCO[C@@H]1[C@H](CNCC1)NC(OC(C)(C)C)=O tert-butyl ((3S,4S)-4-(2-methoxyethoxy)piperidin-3-yl)carbamate